COC=1C=C2C3=C(N(C(C2=CC1OC)=O)CCCN1[C@@H](CCC1)C(=O)N)C1=C(C3=O)C=C3C(=N1)OCO3 (S)-1-(3-(2,3-dimethoxy-5,12-dioxo-5,12-dihydro-6H-[1,3]dioxolo[4'',5'':5',6']pyrido[3',2':4,5]cyclopenta[1,2-c]isoquinolin-6-yl)propyl)pyrrolidine-2-carboxamide